2-(5-{[(4-methanesulfonyl-phenyl)amino]meth-yl}-1,3,4-thiadiazol-2-yl)-N-(1-methylpiperidin-4-yl)-1-(2,2,2-trifluoroethyl)-1H-indol-4-amine CS(=O)(=O)C1=CC=C(C=C1)NCC1=NN=C(S1)C=1N(C=2C=CC=C(C2C1)NC1CCN(CC1)C)CC(F)(F)F